NC1=NN2C(C=C(C=C2)C=2C=NC(=C(C(=O)NC=3N=CN(C3)CC3=CC=CC=C3)C2)C)=N1 5-(2-amino-[1,2,4]triazolo[1,5-a]pyridin-7-yl)-N-(1-benzyl-1H-imidazol-4-yl)-2-methylnicotinamide